tetrahydrofuran-2,3,4-triyl tribenzoate C(C1=CC=CC=C1)(=O)OC1OCC(C1OC(C1=CC=CC=C1)=O)OC(C1=CC=CC=C1)=O